N-(4-((2-((4,4-dimethyl-4,5,6,7-tetrahydropyrazolo[1,5-a]pyridin-2-yl)amino)-1-methyl-1H-imidazo[4,5-b]pyridin-6-yl)oxy)pyridin-2-yl)acetamide CC1(C=2N(CCC1)N=C(C2)NC=2N(C=1C(=NC=C(C1)OC1=CC(=NC=C1)NC(C)=O)N2)C)C